COC1=C(C(=O)NCC2=CC=C(C=C2)C(F)(F)F)C=CC=C1 2-methoxy-N-[[4-(trifluoromethyl)phenyl]methyl]benzamide